ClC1=C(C=CC=C1)C1=C(C(=O)N)C=CC(=C1)NC1=NC(=NC=C1F)NC1=CC=C(C=C1)C(NC1CCC(CC1)CCN1CCN(CC1)C1=C(C=C(C=C1)C1C(NC(CC1)=O)=O)F)=O (2-chlorophenyl)-4-((2-((4-(((1r,4r)-4-(2-(4-(4-(2,6-dioxopiperidin-3-yl)-2-fluorophenyl)piperazin-1-yl)ethyl)cyclohexyl)carbamoyl)phenyl)amino)-5-fluoropyrimidin-4-yl)amino)benzamide